p-Hydroxybenzoyl-glycyl-L-histidyl-L-leucin OC1=CC=C(C(=O)NCC(=O)N[C@@H](CC2=CNC=N2)C(=O)N[C@@H](CC(C)C)C(=O)O)C=C1